O=C1N(CCC1)[C@H]1C(=NN(C1)C(=O)N[C@H](C)C1=CC2=C(C=C1)OCO2)C2=CC=C(C=C2)C (R)-4-(2-oxopyrrolidin-1-yl)-3-(4-methylphenyl)-N-((R)-1-(3,4-(methylenedioxy)phenyl)ethyl)-4,5-dihydro-1H-pyrazole-1-carboxamide